C12(CC3CC(CC(C1)C3)C2)C(C(=O)N)OC2=NC(=NC(=C2)OCC(C)(C)C)SC (ADAMANTAN-1-YL)-2-((2-(METHYLTHIO)-6-(NEOPENTYLOXY)PYRIMIDIN-4-YL)OXY)ACETAMIDE